FC(C)(F)C1=NC2=CC(=CC=C2C(N1C=1SC=C(N1)C1=CC=CC=C1)=O)F 2-(1,1-Difluoroethyl)-7-fluoro-3-(4-phenylthiazol-2-yl)quinazolin-4(3H)-one